FC1=CC=C(C(=N1)C(=O)N)O[C@H](C)C=1C=C(C=C2C(C=C(OC12)C1=CC2=CN(N=C2C=C1)C)=O)C 6-Fluoro-3-[(1R)-1-[6-methyl-2-(2-methylindazol-5-yl)-4-oxo-chromen-8-yl]ethoxy]pyridine-2-carboxamide